(R)-1-(2-(2-(1-(2-(1-fluorocyclopropane-1-carbonyl)-2-azaspiro[3.4]octan-6-yl)piperidin-4-yl)phenoxy)ethyl)pyrrolidin-2-one formate salt C(=O)O.FC1(CC1)C(=O)N1CC2(C1)C[C@@H](CC2)N2CCC(CC2)C2=C(OCCN1C(CCC1)=O)C=CC=C2